C(C1=CC=CC=C1)[C@@H](C(NCC(NCOCCC(=O)O)=O)=O)NC(CNC(CNC(CCCC#CC=1C=NC(=NC1)S(=O)(=O)C)=O)=O)=O (S)-10-benzyl-23-(2-(methanesulfonyl)pyrimidin-5-yl)-6,9,12,15,18-pentaoxo-3-oxa-5,8,11,14,17-pentaazatricosane-22-ynecarboxylic acid